O1CCN(CC1)CC1=CC=C(C(=O)NC2=CC(=C(C=C2)OCC2=NC=CC=C2)Cl)C=C1 4-(morpholinomethyl)-N-(3-chloro-4-(pyridine-2-yl-methoxy)phenyl)benzamide